1-{1-[2-({2-[2,6-dioxopiperidin-3-yl]-1,3-dioxoisoindol-4-yl}amino)acetyl]piperidine-4-carbonyl}pyrrolidine-3-carboxylic acid O=C1NC(CCC1N1C(C2=CC=CC(=C2C1=O)NCC(=O)N1CCC(CC1)C(=O)N1CC(CC1)C(=O)O)=O)=O